3-(4-((2-(2-(2-Hydroxyethoxy)ethoxy)ethyl)amino)-1-oxoisoindolin-2-yl)piperidine OCCOCCOCCNC1=C2CN(C(C2=CC=C1)=O)C1CNCCC1